3-nitro-4-({6-[(2R,3R,4R,5S)-3,4,5-trihydroxy-2-(hydroxymethyl)piperidin-1-yl]hexyl}amino)benzonitrile [N+](=O)([O-])C=1C=C(C#N)C=CC1NCCCCCCN1[C@@H]([C@H]([C@@H]([C@H](C1)O)O)O)CO